4-[4-bromo-2,6-dioxo-3,6-dihydropyrimidin-1(2H)-yl]-5-methoxy-2-(2-methylphenoxy)benzonitrile BrC=1NC(N(C(C1)=O)C1=CC(=C(C#N)C=C1OC)OC1=C(C=CC=C1)C)=O